tert-butyl (1-((1-(2,6-dioxopiperidin-3-yl)-4-methyl-2-oxo-1,2-dihydroquinolin-7-yl)oxy)-2-oxo-7,10,13-trioxa-3-azahexadecan-16-yl)carbamate O=C1NC(CCC1N1C(C=C(C2=CC=C(C=C12)OCC(NCCCOCCOCCOCCCNC(OC(C)(C)C)=O)=O)C)=O)=O